di-phenyl-4,5-dihydroxymethylimidazole C1(=CC=CC=C1)C(C1=C(N=CN1)CO)(O)C1=CC=CC=C1